FC=1C=C2C(=C(/C(/C2=CC1)=C/C1=CC(=C(C=C1)C(C)C)F)C)CC(=O)O 2-[(1Z)-5-fluoro-1-{[3-fluoro-4-(propan-2-yl)phenyl]methylene}-2-methyl-1H-inden-3-yl]acetic acid